5-chloro-N-[2-[4-(hydroxymethyl)cyclohexyl]-6-methoxy-indazol-5-yl]pyridine-3-carboxamide ClC=1C=C(C=NC1)C(=O)NC1=CC2=CN(N=C2C=C1OC)C1CCC(CC1)CO